C(C)C(C(=O)[O-])CCCC.[Zr+4].C(C)C(C(=O)[O-])CCCC.C(C)C(C(=O)[O-])CCCC.C(C)C(C(=O)[O-])CCCC zirconium(IV) 2-ethylhexanoate